[N+](=O)([O-])C1=C(CC2(C=3N=CN([C@H]4[C@H](O)[C@H](O)[C@@H](CO)O4)C3N=C(N2)N)O)C=C(C=C1)OC 6-(2-nitro-5-methoxybenzyl)guanosine